FC=1C=NNC1 4-fluoro-pyrazol